ClC1=CC2=C(C=N1)C=C(N2S(=O)(=O)N(C)C)CCO 6-chloro-2-(2-hydroxyethyl)-N,N-dimethyl-pyrrolo[3,2-c]pyridine-1-sulfonamide